tribromo(s-butyl)silane Br[Si](C(C)CC)(Br)Br